(S)-1-[2-(1-Methyl-1H-indazole-3-yl)phenyl]-2-(pyridine-2-yl)ethan-1-amine hydrochloride Cl.CN1N=C(C2=CC=CC=C12)C1=C(C=CC=C1)[C@H](CC1=NC=CC=C1)N